(difluoro((2-formylphenyl)sulfonyl)methyl)piperidine-1-carboxylic acid tert-butyl ester C(C)(C)(C)OC(=O)N1C(CCCC1)C(S(=O)(=O)C1=C(C=CC=C1)C=O)(F)F